N-(3-cyanooxetan-3-yl)-3-[(2R)-2-[(1R)-1-hydroxyethyl]-2-methyl-pyrrolidine-1-carbonyl]-8-methoxy-1-(2-thienyl)-5,6-dihydropyrrolo[2,1-a]isoquinoline-9-carboxamide C(#N)C1(COC1)NC(=O)C1=C(C=C2CCN3C(C2=C1)=C(C=C3C(=O)N3[C@@](CCC3)(C)[C@@H](C)O)C=3SC=CC3)OC